4-(2,3-dichloro-6-hydroxyphenyl)-[1,3-bipyrrolidine] ClC1=C(C(=CC=C1Cl)O)C1CCN(C1)C1CNCC1